1-((3-cyclopropylpyridin-2-yl)oxy)-2-methylpropan-2-amine C1(CC1)C=1C(=NC=CC1)OCC(C)(N)C